dimethyloctadecylphosphonium methyl-phosphate salt COP(=O)([O-])[O-].C[PH+](CCCCCCCCCCCCCCCCCC)C.C[PH+](C)CCCCCCCCCCCCCCCCCC